4-{[(4-bromophenyl)(methyl)oxo-λ6-sulfanylidene]amino}-6,7-dimethoxyquinazoline BrC1=CC=C(C=C1)S(=O)(C)=NC1=NC=NC2=CC(=C(C=C12)OC)OC